NC=1C2=C(N=CN1)N(C=C2CC)[C@H]2[C@@H]([C@@H]([C@H](C2)CNCCCNCCC2=CC=CC=C2)O)O (1R,2S,3R,5R)-3-{4-amino-5-ethylpyrrolo[2,3-d]pyrimidin-7-yl}-5-[{{3-[(2-phenylethyl)amino]propyl}amino}methyl]cyclopentane-1,2-diol